((1-(tert-Butoxycarbonyl)piperidin-4-ylidene)methyl)picolinic acid methyl ester COC(C1=NC=CC=C1C=C1CCN(CC1)C(=O)OC(C)(C)C)=O